C(CCC)N1OC2=C(C1=O)C=CC(=C2)OC\C(\CNC(OC(C)(C)C)=O)=C\F tert-butyl (E)-(2-(((2-butyl-3-oxo-2,3-dihydrobenzo[d]isoxazol-6-yl)oxy)methyl)-3-fluoroallyl)carbamate